O1C(=NC=C1)C=1C=C2CN(CC2=CC1)C(=O)[O-] 5-(oxazol-2-yl)isoindoline-2-carboxylate